C1(=CC=CC=C1)C=1C(=NC=CC1)C1=C(C(=CC=C1)CC)F phenyl-(ethylfluorophenyl)pyridine